(5-chloro-2-((1-(2-cyanoethyl)-1H-pyrazol-4-yl)amino)pyrimidin-4-yl)benzoic acid ClC=1C(=NC(=NC1)NC=1C=NN(C1)CCC#N)C1=C(C(=O)O)C=CC=C1